C(C)(=O)N1[C@H]([C@@H]([C@H](C2=CC(=CC=C12)C(=O)NCCO)NC1=NC(=C(C=C1)F)C)C)C (2S,3R,4R)-1-acetyl-4-((5-fluoro-6-methylpyridin-2-yl)amino)-N-(2-hydroxyethyl)-2,3-dimethyl-1,2,3,4-tetrahydroquinoline-6-carboxamide